C(=C)[Si](CCC)(C=C)C=C trivinyl-propyl-silane